CSC=1C=C(C(N)N)C=C(C1)SC 3,5-Dimethylthiotoluenediamine